cobalt(III) carbonate C([O-])([O-])=O.[Co+3].C([O-])([O-])=O.C([O-])([O-])=O.[Co+3]